BrC=1C(=NOC1C1CC1)COCCN(C(OC(C)(C)C)=O)C tert-butyl N-[2-[(4-bromo-5-cyclopropyl-isoxazol-3-yl)methoxy]ethyl]-N-methyl-carbamate